N3-(5-bromo-2-chloropyrimidin-4-yl)-N,N-bis(methyl-d3)pyridine-2,3-diamine BrC=1C(=NC(=NC1)Cl)NC=1C(=NC=CC1)N(C([2H])([2H])[2H])C([2H])([2H])[2H]